ClC1=CC2=C(N(C(N2CC#C)=N)CC(=O)C2=CC(=C(C=C2)Cl)Cl)C=C1 2-(5-chloro-2-imino-3-(prop-2-yn-1-yl)-2,3-dihydro-1H-benzo[d]imidazol-1-yl)-1-(3,4-dichlorophenyl)ethan-1-one